OC1CC2=CC[C@H]3[C@@H]4CC[C@H]([C@@H](CCC(=O)O)C)[C@]4(CC[C@@H]3[C@]2(CC1)C)C 3-hydroxy-5-cholenic acid